CC1=CC=C(OC2=CC=C(CNC(CCl)=O)C=C2)C=C1 N-(4-(4-methylphenoxy)benzyl)-2-chloroacetamide